trans-3-Methoxy-N-(4-methyl-3-(pyridin-2-yl)phenyl)-6-azabicyclo[3.1.1]heptane-6-carboxamide COC1CC2N(C(C1)C2)C(=O)NC2=CC(=C(C=C2)C)C2=NC=CC=C2